N1-((3-(4-(methoxymethyl)-4-methylcyclohexyl)-6,7-dihydro-4H-pyrazolo[5,1-c][1,4]oxazin-2-yl)methyl)-N1,N2-dimethylethane-1,2-diamine COCC1(CCC(CC1)C=1C(=NN2C1COCC2)CN(CCNC)C)C